3-(4-(ethylsulfonamido)phenyl)-5-((5-methylpyrazin-2-yl)amino)-1H-pyrazole-4-carboxamide C(C)S(=O)(=O)NC1=CC=C(C=C1)C1=NNC(=C1C(=O)N)NC1=NC=C(N=C1)C